NC1CN(CCC1)C(C)=O 1-(3-aminopiperidin-1-yl)ethane-1-one